5-[3-(2-fluoro-4-iodo-phenoxy)propyl]Thiazole FC1=C(OCCCC2=CN=CS2)C=CC(=C1)I